(7R,14R)-1-(difluoromethoxy)-6-(methyl-d3)-11-(5-methylhex-1-yn-1-yl)-6,7-dihydro-7,14-methanobenzo[f]benzo[4,5]imidazo[1,2-a][1,4]diazocin-5(14H)-one FC(OC1=CC=CC=2C(N([C@H]3C=4N([C@@H](C21)C3)C3=C(N4)C=CC(=C3)C#CCCC(C)C)C([2H])([2H])[2H])=O)F